C(C)(=O)N1CCC2=CC(=CC=C12)S(=O)(=O)Cl 1-acetyl-2,3-dihydro-1H-indole-5-sulfonyl chloride